N-(3-benzoylaminophenyl)-4-(pyridin-2-yl)piperazine-1-carboxamide C(C1=CC=CC=C1)(=O)NC=1C=C(C=CC1)NC(=O)N1CCN(CC1)C1=NC=CC=C1